5-(7-{1-[(1,4-dioxan-2-yl)methanesulfonyl]-2,5-dihydro-1H-pyrrol-3-yl}-1-fluoro-3-hydroxynaphthalen-2-yl)-1λ6,2,5-thiadiazolidine-1,1,3-trione O1C(COCC1)CS(=O)(=O)N1CC(=CC1)C1=CC=C2C=C(C(=C(C2=C1)F)N1CC(NS1(=O)=O)=O)O